tert-Butyl 3-(methylsulfinylmethyl)piperidine-1-carboxylate CS(=O)CC1CN(CCC1)C(=O)OC(C)(C)C